C(C)(CC)N1N=C(C(=C1CC(C)C)O)CCC 1-sec-butyl-5-isobutyl-4-hydroxy-3-n-propyl-pyrazole